FC(OC1=NC2=CC(=CC(=C2N=C1)C=1OC2=C(C1)C1=C(C=C2C)O[C@H](CO1)CO)C)F (S)-(8-(2-(difluoromethoxy)-7-methylquinoxalin-5-yl)-6-methyl-2,3-dihydro-[1,4]dioxino[2,3-e]benzofuran-3-yl)methanol